(6S)-4-(4-chlorophenyl)-2,3,9-trimethyl-6-[(5-methyl-1,3,4-oxadiazol-2-yl)methyl]-6H-thieno[3,2-f][1,2,4]triazolo[4,3-a][1,4]diazepin ClC1=CC=C(C=C1)C1=N[C@H](C=2N(C3=C1C(=C(S3)C)C)C(=NN2)C)CC=2OC(=NN2)C